1,2,4,5-tetra(1H-imidazole-1-yl)benzene N1(C=NC=C1)C1=C(C=C(C(=C1)N1C=NC=C1)N1C=NC=C1)N1C=NC=C1